(4-(5-Chloro-2-methylphenyl)piperazin-1-yl)((1RS,2SR)-2-(4-(pentafluoro-λ6-sulfaneyl)phenyl)-cyclopropyl)methanone ClC=1C=CC(=C(C1)N1CCN(CC1)C(=O)[C@H]1[C@H](C1)C1=CC=C(C=C1)S(F)(F)(F)(F)F)C |r|